(1S,3R)-N-(4-(4-fluoro-1-isopropyl-1H-benzo[d]imidazol-6-yl)-5-methylpyridin-2-yl)-3-(2-methoxyacetamido)cyclohexane-1-carboxamide FC1=CC(=CC=2N(C=NC21)C(C)C)C2=CC(=NC=C2C)NC(=O)[C@@H]2C[C@@H](CCC2)NC(COC)=O